BrC1=CC=CC=2N(SCC21)CC2=C(C=C(C=C2)OC)OC 4-bromo-1-(2,4-dimethoxybenzyl)-1,3-dihydrobenzo[c]isothiazole